FC1=C(C(=C(C=C1OC)OC)F)C1=CC2=C(N=C(N=C2)SC)C(=N1)NC1CCOCC1 6-(2,6-difluoro-3,5-dimethoxyphenyl)-2-(methylthio)-N-(tetrahydro-2H-pyran-4-yl)pyrido[3,4-d]pyrimidine-8-amine